Cl.N[C@@H](CC(=O)OCC)C=1C=C(C=C(C1F)C(F)(F)F)C1=C(C=C(C=C1CCCCC=C)F)CC Ethyl (S)-3-amino-3-(2'-ethyl-4,4'-difluoro-6'-(hex-5-en-1-yl)-5-(trifluoromethyl)-[1,1'-biphenyl]-3-yl)propanoate hydrochloride